7-((1R,3r,5S,6r)-6-(1-(2,2-difluoroethyl)-3-(trifluoromethyl)-1H-pyrazol-5-yl)bicyclo[3.1.0]hexan-3-yl)-2-thia-7-azaspiro[3.5]nonane 2,2-dioxide FC(CN1N=C(C=C1C1[C@H]2CC(C[C@@H]12)N1CCC2(CS(C2)(=O)=O)CC1)C(F)(F)F)F